CN(C1=CC=C(C=C1)C(=O)N1CCNCC1)C 1-[(4-dimethylaminophenyl)carbonyl]piperazine